2'-bromo-N-(5-(((1S,3R)-3-hydroxycyclohexyl)oxy)-1,3,4-thiadiazol-2-yl)-5'-methoxy-6-methyl-[4,4'-bipyridine]-3-carboxamide BrC1=NC=C(C(=C1)C1=C(C=NC(=C1)C)C(=O)NC=1SC(=NN1)O[C@@H]1C[C@@H](CCC1)O)OC